FC1=C(C2=C(N(CCO2)C(=O)OC(C)(C)C)C=C1)C(=O)OC 8-methyl 4-tert-butyl 7-fluoro-3,4-dihydro-2H-1,4-benzoxazine-4,8-dicarboxylate